COC(C1=CN=C(C=C1NCC1=CC=CC=C1)Cl)=O 4-(benzylamino)-6-chloro-nicotinic acid methyl ester